N1C=CC2=CC(=CC=C12)CC(CC(=O)C1NCCC(C1)C(=O)O)S 2-(((1H-indol-5-yl)methyl)-3-mercaptopropionyl)piperidine-4-carboxylic acid